tert-butyl (2-((R,E)-5-((tert-butoxycarbonyl)amino)hex-1-en-1-yl) pyridin-4-yl)(1-(tert-butyl)-3-((1S,3R)-3-hydroxycyclopentyl)-1H-pyrazol-5-yl)carbamate C(C)(C)(C)OC(=O)N[C@@H](CC/C=C/C1=NC=CC(=C1)N(C(OC(C)(C)C)=O)C1=CC(=NN1C(C)(C)C)[C@@H]1C[C@@H](CC1)O)C